FC(C1=CC=C(C=C1)[C@H](C)N)(F)F (S)-1-(4-(trifluoromethyl)phenyl)ethylamine